2-benzyl-2-azaspiro[3.3]heptan-6-yl (2R,5R)-4-(6-methoxypyrazin-2-yl)-2,5-dimethylpiperazine-1-carboxylate COC1=CN=CC(=N1)N1C[C@H](N(C[C@H]1C)C(=O)OC1CC2(CN(C2)CC2=CC=CC=C2)C1)C